[Na].CC(C)=NO acetoxime sodium salt